((1s,3s)-3-hydroxy-3-methylcyclobutyl)(6-(4-methyl-3-(trifluoromethyl)phenyl)-2-azaspiro[3.3]hept-2-yl)methanone OC1(CC(C1)C(=O)N1CC2(C1)CC(C2)C2=CC(=C(C=C2)C)C(F)(F)F)C